C(C)OC1=CC=C(C=C1)C=1C=CC=2N(C3=CC=C(C=C3OC2C1)C1=CC=C(C=C1)OCC)CC 3,7-bis(4-ethoxyphenyl)-10-ethyl-10H-phenoxazine